(n-butyl propionyl acetate) iron [Fe+2].C(CCC)C(C(=O)[O-])C(CC)=O.C(CCC)C(C(=O)[O-])C(CC)=O